ClC(CCCCC(=O)O[C@H](C(=O)O)C)CCCCCCCl (S)-2-[(6,12-dichlorododecanoyl)oxy]propionic acid